(3R,4R,5S)-4-acetylamino-5-amino-3-(1-ethylpropoxy)1-cyclohexene-1-carboxylic acid, ethyl ester C(C)(=O)N[C@H]1[C@@H](C=C(C[C@@H]1N)C(=O)OCC)OC(CC)CC